(Z)-3-((3,5-dimethyl-1H-pyrrol-2-yl)methylene)-2-oxo-N-(prop-2-yn-1-yl)-1-(((1r,4r)-4-(pyrimidin-2-ylamino)cyclohexyl)methyl)indole-6-carboxamide CC1=C(NC(=C1)C)\C=C\1/C(N(C2=CC(=CC=C12)C(=O)NCC#C)CC1CCC(CC1)NC1=NC=CC=N1)=O